CC1=CC=C(C=C1)S(=O)(=O)C1=NC2=CC=CC(=C2C(=N1)C)C 2-p-toluenesulfonyl-methyl-4-methyl-quinazoline